CC1(OB(OC1(C)C)C=1C=NC=CC1)C 4,4,5,5-tetramethyl-2-(3-pyridyl)-1,3,2-dioxaborolane